The molecule is an acyl-CoA that results from the formal condensation of the thiol group of Co-A with the carboxylic acid group of sulfoacetic acid. It derives from a coenzyme A and a sulfoacetic acid. It is a conjugate acid of a sulfoacetyl-CoA(5-). CC(C)(COP(=O)(O)OP(=O)(O)OC[C@@H]1[C@H]([C@H]([C@@H](O1)N2C=NC3=C(N=CN=C32)N)O)OP(=O)(O)O)[C@H](C(=O)NCCC(=O)NCCSC(=O)CS(=O)(=O)O)O